Cl.C1(CCCC1)N1C2=C(N(C(C(C1)(F)F)=O)C)C=NC(=N2)NC2=CC(=C(C(=O)NC1CCN(CC1)C)C=C2OC)F 4-[(9-cyclopentyl-7,7-difluoro-6,7,8,9-tetrahydro-5-methyl-6-oxo-5H-pyrimido[4,5-b][1,4]diazepin-2-yl)amino]-2-fluoro-5-methoxy-N-(1-methyl-4-piperidinyl)benzamide hydrochloride